FC1=CC=C(C=C1)[C@@H](C)NC1=CC=C(C=N1)C=1C(=NC=C(C1)C)C (R)-N-(1-(4-fluorophenyl)ethyl)-2',5'-dimethyl-[3,3'-bipyridin]-6-amine